1-((5-methylisoxazol-3-yl)methyl)-1H-pyrazolo[4,3-b]Pyridine-5-carboxylic acid methyl ester COC(=O)C1=CC=C2C(=N1)C=NN2CC2=NOC(=C2)C